5-oxido-2-propyl-thiazolo[4,5-c]quinolin-5-ium [O-][N+]1=CC2=C(C=3C=CC=CC13)SC(=N2)CCC